(S)-5-((5-(2-methoxy-6-(piperidin-3-ylmethoxy)phenyl)-4-methyl-1H-pyrazol-3-yl)amino)pyrazine-2-carbonitrile COC1=C(C(=CC=C1)OC[C@@H]1CNCCC1)C1=C(C(=NN1)NC=1N=CC(=NC1)C#N)C